(S)-(2-(Benzyloxy)-4,6-dihydroxyphenyl)(6-((4-methylpiperazin-1-yl)methyl)-8-((tetrahydrofuran-3-yl)amino)-3,4-dihydroisoquinolin-2(1H)-yl)methanone C(C1=CC=CC=C1)OC1=C(C(=CC(=C1)O)O)C(=O)N1CC2=C(C=C(C=C2CC1)CN1CCN(CC1)C)N[C@@H]1COCC1